S1(=O)OC(CO1)OCC ethoxyethylene sulfite